CC1(OB(OC1(C)C)C1=CC=C(C=C1)N1CC2(C1)CCN(C2)C(=O)OC(C)(C)C)C tert-butyl 2-[4-(4,4,5,5-tetramethyl-1,3,2-dioxaborolan-2-yl)phenyl]-2,7-diazaspiro[3.4]octane-7-carboxylate